1-(4-(benzyloxy)-6-chloropyrazolo[1,5-a]pyridin-2-yl)ethanone C(C1=CC=CC=C1)OC=1C=2N(C=C(C1)Cl)N=C(C2)C(C)=O